Cyanomethyl 2-amino-4-oxo-4-phenylbutanoate TFA salt OC(=O)C(F)(F)F.NC(C(=O)OCC#N)CC(C1=CC=CC=C1)=O